(5R)-2-(4-ethylsulfonyl-2-fluorophenyl)-N-[(3S)-9-fluoro-2-oxo-5-phenyl-1,3-dihydro-1,4-benzodiazepine-3-yl]-5-methyl-6,7-dihydro-5H-pyrazolo[5,1-b][1,3]Oxazine-3-carboxamide C(C)S(=O)(=O)C1=CC(=C(C=C1)C1=NN2C(O[C@@H](CC2)C)=C1C(=O)N[C@@H]1C(NC2=C(C(=N1)C1=CC=CC=C1)C=CC=C2F)=O)F